C(C)(C)NCCNCCN 1-isopropyldiethylenetriamine